C(#N)C1=C(C=CC=C1)C1=CC=C(C=C1)CBr 2-cyano-4'-bromomethylbiphenyl